1'-(2-(1-(Cyclopropylsulfonyl)-1H-pyrazol-4-yl)pyrimidin-4-yl)-N4'-((1s,4s)-4-((dimethylamino)methyl)cyclohexyl)-5-(3-methoxyazetidin-1-yl)-[2,3'-bipyridine]-4',6'-diamine C1(CC1)S(=O)(=O)N1N=CC(=C1)C1=NC=CC(=N1)N1CC(=C(C=C1N)NC1CCC(CC1)CN(C)C)C1=NC=C(C=C1)N1CC(C1)OC